Cl.C(C1=CC=CC=C1)OC1=C(C=C(C=C1)CC(=O)NC1=NC(=CC=C1)C1=CC(=CC=C1)O)OC 2-[4-(benzyloxy)-3-methoxyphenyl]-N-[6-(3-hydroxyphenyl)pyridin-2-yl]acetamide hydrochloride